N,N,N-trimethyl-3-[(1-oxo-2-propenyl)amino]propyl-ammonium chloride [Cl-].C[N+](C)(C)CCCNC(C=C)=O